2-(1-(4-chlorobenzamido)ethyl)-5-(6-fluoro-2-methylquinazolin-4-yl)-5,6,7,8-tetrahydro-1,5-naphthyridin-1-ium 2,2,2-trifluoroacetate FC(C(=O)[O-])(F)F.ClC1=CC=C(C(=O)NC(C)C2=[NH+]C=3CCCN(C3C=C2)C2=NC(=NC3=CC=C(C=C23)F)C)C=C1